2-(2,4-Difluoro-3-(methoxymethoxy)-5-(trifluoromethyl)phenyl)-4,4,5,5-tetramethyl-1,3,2-dioxaborolane FC1=C(C=C(C(=C1OCOC)F)C(F)(F)F)B1OC(C(O1)(C)C)(C)C